(rac)-ethyl 6-chloro-7-(1,5-dimethyl-3-(rac)-(3-(methylamino)-1-morpholinopropyl)-1H-pyrazol-4-yl)-3-(3-((6-fluoronaphthalen-1-yl)oxy)propyl)-1H-indole-2-carboxylate ClC1=CC=C2C(=C(NC2=C1C=1C(=NN(C1C)C)[C@@H](CCNC)N1CCOCC1)C(=O)OCC)CCCOC1=CC=CC2=CC(=CC=C12)F |r|